F[C@@H]1CN(CC[C@@H]1NC1=C2C=C(N(C2=CC=C1)CC(F)(F)F)C1=NC(=NO1)CNC(=O)C=1SC=CC1)C |r| (+/-)-N-{[5-(4-{[(3R,4S)-3-fluoro-1-methylpiperidin-4-yl]amino}-1-(2,2,2-trifluoroethyl)-1H-indol-2-yl)-1,2,4-oxadiazol-3-yl]methyl}thiophene-2-carboxamide